C(C(C)C)OC(=O)N1CC=CC1 3-pyrroline-1-carboxylic acid isobutyl ester